CN1CCC(CC1)C(=O)OCCOCCOCCOCCOCC(COCCCCCCCC(OCCCCCCCCC)=O)OCCCCCCCC(=O)OCCCCCCCCC 2-[2-[2-[2-[2,3-bis(8-nonoxy-8-oxo-octoxy) propoxy] ethoxy]ethoxy] ethoxy]ethyl 1-methylpiperidine-4-carboxylate